C(C)(C)(C)OC(=O)N1CC2CNCC2C1.C1(=CC(=CC=C1)N(C1=CC=C(C=C1)N(C1=CC=C(C2=CC=C(N(C3=CC=CC=C3)C3=CC=C(C=C3)N(C=3C=C(C=CC3)C)C=3C=C(C=CC3)C)C=C2)C=C1)C1=CC=CC=C1)C=1C=C(C=CC1)C)C bis[4-di(m-tolyl)aminophenyl]-N,N'-diphenyl-benzidine tert-butyl-hexahydropyrrolo[3,4-c]pyrrole-2(1H)-carboxylate